n-methyl-2-(4-(3-methyl-2-(quinoxalin-6-yl)-1H-indol-5-yl)piperidin-1-yl)ethan-1-amine CNCCN1CCC(CC1)C=1C=C2C(=C(NC2=CC1)C=1C=C2N=CC=NC2=CC1)C